C(C=C)(=O)OCCCC[Si](Br)(Br)Br acryloxybutyl-tribromosilane